C1(CC1)CC=1C=C(C(C(=O)O)=CC1)O 4-cyclopropylmethyl-salicylic acid